ClC1=C(C=C(C=C1)NC1=C(N(C2=CC=CC=C12)C)C(=O)N)C(F)(F)F 3-((4-Chloro-3-(trifluoromethyl)phenyl)amino)-1-methyl-1H-indole-2-carboxamide